3-(1-thioxo-4-((4-(6-(trifluoromethyl)pyridin-2-yl)piperazin-1-yl)methyl)isoindolin-2-yl)piperidine-2,6-dione S=C1N(CC2=C(C=CC=C12)CN1CCN(CC1)C1=NC(=CC=C1)C(F)(F)F)C1C(NC(CC1)=O)=O